CSC1=NC=C(C(=N1)NC1CCC(CC1)O)C1=NC=CC=C1 (1r,4r)-4-((2-(methylthio)-5-(pyridin-2-yl)pyrimidin-4-yl)amino)cyclohexan-1-ol